O=C(C=C)N1CCC(CC1)[C@@H]1CCNC=2N1N=C(C2C(=O)N)C2=CC=C(C=C2)OC2=CC=CC=C2 (7S)-4,5,6,7-Tetrahydro-7-[1-(1-oxo-2-propen-1-yl)-4-piperidinyl]-2-(4-phenoxyphenyl)pyrazolo[1,5-a]pyrimidine-3-carboxamide